8-Bromo-2-methyl-3-(3-(5-(trifluoromethyl)-1,2,3,4-tetrahydroisoquinoline-2-carbonyl)phenyl)-5,6-dihydro-2H-2,6-methanobenzo[g][1,3,5]oxadiazocin-4(3H)-one BrC=1C=CC2=C(C3NC(N(C(O2)(C3)C)C3=CC(=CC=C3)C(=O)N3CC2=CC=CC(=C2CC3)C(F)(F)F)=O)C1